FC1([C@H](C1)C(=O)NC1=NC=C2C=C(C=3N(C2=C1)C=CN3)C=3C=NC(=CC3C)[C@@H](CC=C)O)F (R)-2,2-difluoro-N-(4-(6-((R)-1-hydroxybut-3-en-1-yl)-4-methylpyridin-3-yl)imidazo[1,2-a][1,6]naphthyridin-8-yl)cyclopropane-1-carboxamide